(S)-2-(4-(2-acetyl-5-chlorophenyl)-3-methoxy-6-oxopyridazin-1(6H)-yl)-3-phenyl-N-(quinoxalin-6-yl)propanamide C(C)(=O)C1=C(C=C(C=C1)Cl)C=1C(=NN(C(C1)=O)[C@H](C(=O)NC=1C=C2N=CC=NC2=CC1)CC1=CC=CC=C1)OC